(E)-N-butyl-1-methyl-4-(1-methyl-4-(4-(2-(quinolin-3-yl)vinyl)benzamido)-1H-pyrrole-2-carboxamido)-1H-pyrrole-2-carboxamide C(CCC)NC(=O)C=1N(C=C(C1)NC(=O)C=1N(C=C(C1)NC(C1=CC=C(C=C1)\C=C\C=1C=NC2=CC=CC=C2C1)=O)C)C